Cl.C(C1=CC=CC=C1)N1N=C(N=C1)C(=O)N[C@H]1C(N(C=2N(CC1)N=C(C2)C2CNC2)C)=O 1-benzyl-N-[(6R)-2-(azetidin-3-yl)-4-methyl-5-oxo-7,8-dihydro-6H-pyrazolo[1,5-a][1,3]diazepin-6-yl]-1,2,4-triazole-3-carboxamide hydrochloride